1-[6-[3,3-difluoro-4-piperidyl]-5-fluoro-1-methyl-indazol-3-yl]hexahydropyrimidine-2,4-dione FC1(CNCCC1C1=C(C=C2C(=NN(C2=C1)C)N1C(NC(CC1)=O)=O)F)F